N[C@H]1CCC2=CC(=CC=C12)N1C(=NC=2C1=NC(=CC2)C)C=2C(=NC=CC2)N (S)-3-(3-(1-amino-2,3-dihydro-1H-inden-5-yl)-5-methyl-3H-imidazo[4,5-b]pyridin-2-yl)pyridin-2-amine